2,2-bis(3-phenyl-4-bromophenyl)-ethane C1(=CC=CC=C1)C=1C=C(C=CC1Br)C(C)C1=CC(=C(C=C1)Br)C1=CC=CC=C1